CC1=NC(=NC(=C1)C)N1CC(C1)N(C(C1=C(C=CC=C1)N1N=CC=N1)=O)CC N-(1-(4,6-dimethylpyrimidin-2-yl)azetidin-3-yl)-N-ethyl-2-(2H-1,2,3-triazol-2-yl)benzamide